ethyl (S)-2-(tert-butoxy)-2-(7-(4-chlorophenyl)-5-methyl-2-(1-methyl-1H-indazol-5-yl)benzo[d]thiazol-6-yl)acetate C(C)(C)(C)O[C@H](C(=O)OCC)C1=C(C2=C(N=C(S2)C=2C=C3C=NN(C3=CC2)C)C=C1C)C1=CC=C(C=C1)Cl